6-(4-amino-1-(4-aminobutyl)-1H-pyrazolo[3,4-d]pyrimidin-3-yl)benzo-[d]isoxazol-3-amine trifluoroacetic Acid Salt FC(C(=O)O)(F)F.NC1=C2C(=NC=N1)N(N=C2C2=CC1=C(C(=NO1)N)C=C2)CCCCN